C(C)C1=C(C(C(=CN1)C(=O)O)=O)C1=CC=C(C=C1)F 6-Ethyl-5-(4-fluorophenyl)-4-oxo-1,4-dihydropyridine-3-carboxylic acid